N-(4-chlorophenyl)-1-[5-(pyridin-4-yl)-1H-pyrazole-3-carbonyl]piperidine-4-carboxamide ClC1=CC=C(C=C1)NC(=O)C1CCN(CC1)C(=O)C1=NNC(=C1)C1=CC=NC=C1